propylbenzeneboronic acid C(CC)C1=C(C=CC=C1)B(O)O